C(C)[C@]1(C(OCC=2C(N3CC=4C(=NC=5C=C(C(=C6C5C4[C@H](CC6)CO)C)F)C3=CC21)=O)=O)O (1S,9S)-9-ethyl-5-fluoro-9-hydroxy-1-(hydroxymethyl)-4-methyl-2,3,12,15-tetrahydro-benzo[de]pyrano[3',4':6,7]indolizino[1,2-b]quinoline-10,13(1H,9H)-dione